1-(3-amino-4-fluorophenyl)-3-cyclopropylpropan-1-one NC=1C=C(C=CC1F)C(CCC1CC1)=O